FC1=C(C=CC(=C1)[N+](=O)[O-])N1CCC(CC1)N1CCC(CC1)N1C(CC(CC1)CO)=O 1''-(2-fluoro-4-nitrophenyl)-4-(hydroxymethyl)-[1,4':1',4''-terpiperidin]-2-one